ethyl 2-(2-((5-(3-(aminomethyl)phenyl)-7-(isobutylamino)benzofuran-3-yl)methoxy)-4-methoxyphenyl)acetate NCC=1C=C(C=CC1)C=1C=C(C2=C(C(=CO2)COC2=C(C=CC(=C2)OC)CC(=O)OCC)C1)NCC(C)C